[5-(1-hydroxy-1-methyl-ethyl)-2-[4-(hydroxymethyl)-1-piperidinyl]-1,3-benzothiazole-6-yl]-6-methyl-pyridine-2-carboxamide OC(C)(C)C=1C(=CC2=C(N=C(S2)N2CCC(CC2)CO)C1)C=1C(=NC(=CC1)C)C(=O)N